ClC1=C2C3=C(N=CN=C3C=C1C1=C3C(=NC=C1C)NN=C3)N3[C@H](CO2)CN(CC3)C(C=C)=O 1-[(8aS)-6-chloro-5-(5-methyl-1H-pyrazolo[3,4-b]pyridin-4-yl)-8a,9,11,12-tetrahydropyrazino[2',1':3,4][1,4]-oxazepino[5,6,7-de]quinazolin-10(8H)-yl]prop-2-en-1-one